C(C)(C)(C)OC(=O)C(CC1=CC=C(C(=O)OC(C)(C)C)C=C1)CCC(=O)NOC(NC(C)(C)C)=O tert-Butyl 4-(2-(tert-butoxycarbonyl)-5-(((tert-butylcarbamoyl)oxy)amino)-5-oxopentyl)benzoate